Cl.Cl.CC1=CC2=CN(N=C2C=C1)C1CCNCC1 5-methyl-2-(piperidin-4-yl)-2H-indazole dihydrochloride